ClC=1C=CC(=C(C1)[C@H]1C[C@H](C1)NC(=O)C=1N=NN(C1)[C@@H](C)C=1C=NC(=CC1)N1C([C@@H]2C[C@@H]2C1)=O)C#N |o1:19| N-((cis)-3-(5-chloro-2-cyanophenyl)cyclobutyl)-1-((S or R)-1-(6-((1R,5S)-2-oxo-3-azabicyclo[3.1.0]hexan-3-yl)pyridin-3-yl)ethyl)-1H-1,2,3-triazole-4-carboxamide